4-(4-(pyridin-2-yl)piperazin-1-yl)aniline N1=C(C=CC=C1)N1CCN(CC1)C1=CC=C(N)C=C1